5-chloro-N-[(1S)-3-(cyclopropylamino)-1-[[(3S,5R)-5-methyl-2-oxo-pyrrolidin-3-yl]methyl]-2,3-dioxo-propyl]-2-[[1-(trifluoromethyl)cyclopropane-carbonyl]amino]pyridine-3-carboxamide ClC=1C=C(C(=NC1)NC(=O)C1(CC1)C(F)(F)F)C(=O)N[C@H](C(C(=O)NC1CC1)=O)C[C@H]1C(N[C@@H](C1)C)=O